[Si](C)(C)(C(C)(C)C)O[C@H]1C[C@@H](O[C@@H]1CO[Si](C)(C)C(C)(C)C)N1C=NC=2C(=O)NC(N)=NC12 3',5'-Di-O-t-butyldimethylsilyl-2'-deoxyguanosine